(S)-2-(6-((4-azaspiro[2.5]oct-7-yl)thio)-1,2,4-triazin-3-yl)-5-(1H-imidazol-1-yl)phenol C1CC12NCC[C@@H](C2)SC2=CN=C(N=N2)C2=C(C=C(C=C2)N2C=NC=C2)O